ClC=1C=C(C=C(C1)NS(=O)(=O)C)NC(=O)C1=CN(C(=C1)C1=NC=C(C=C1OCC1=CC(=CC(=C1)F)F)OC1CN(C1)C)C N-(3-chloro-5-(methylsulfonamido)phenyl)-5-(3-((3,5-difluorobenzyl)oxy)-5-((1-methylazetidin-3-yl)oxy)pyridin-2-yl)-1-methyl-1H-pyrrole-3-carboxamide